ClC=1C(=NC2=CC=C(C=C2C1)N1CCC(CC1)CN)N1CCNCC1 [1-(3-chloro-2-piperazin-1-yl-6-quinolyl)-4-piperidyl]methanamine